2-mercaptopyrimidine-3-nitrile SC1N=CC=CN1C#N